Cl.Cl.CC=1C(=NC=C(C1)C1=NC=CC=N1)N[C@@H]1CNCC1 methyl-5-(pyrimidin-2-yl)-N-[(3S)-pyrrolidin-3-yl]pyridin-2-amine, dihydrochloride